FC(C(=O)O)(F)F.NCC(CN1N=CN(C1=O)CC=1C=C(C=CC1)N1C(CCC2=CC=CC(=C12)C)=O)=C(F)F [3-[[1-[2-(aminomethyl)-3,3-difluoro-allyl]-5-oxo-1,2,4-triazol-4-yl]methyl]phenyl]-8-methyl-3,4-dihydro-1H-quinolin-2-one trifluoroacetate